(8-(1-methyl-1H-pyrazol-5-yl)-3-(1H-pyrazol-5-yl)-[1,2,4]triazolo[4,3-b]pyridazin-6-yl)morpholine tert-butyl-3-((2-(4-methoxyphenyl)quinolin-4-yl)amino)propanoate C(C)(C)(C)OC(CCNC1=CC(=NC2=CC=CC=C12)C1=CC=C(C=C1)OC)=O.CN1N=CC=C1C=1C=2N(N=C(C1)N1CCOCC1)C(=NN2)C2=CC=NN2